N1(CCCCC1)C(=O)O.CCC=O (3-propanal) piperidine-1-carboxylate